5-chloro-6-cyclopropyl-N-[(4-methoxypyrimidin-5-yl)methyl]pyridine-3-carboxamide ClC=1C=C(C=NC1C1CC1)C(=O)NCC=1C(=NC=NC1)OC